5-Bromo-4-fluorobenzo[c][1,2,5]oxadiazole BrC1=C(C=2C(=NON2)C=C1)F